CC1=CC(=NC=C1C)C=1C=CC(=C(C1)NCC(=O)OCC)OC ethyl (5-(4,5-dimethylpyridin-2-yl)-2-methoxyphenyl)glycinate